NC1=CC=C(C=C1)N1CCN(CC1)C1CCC2(CCN(CC2)C=2C=C(C(=O)NC3C(NC(CC3)=O)=O)C=CC2)CC1 3-[9-[4-(4-aminophenyl)piperazin-1-yl]-3-azaspiro[5.5]undecan-3-yl]-N-(2,6-dioxo-3-piperidyl)benzamide